4-bromo-2,6-dichloro-benzaldehyde BrC1=CC(=C(C=O)C(=C1)Cl)Cl